((1S,4R,6R)-6-((5-fluoropyridin-2-yl)oxy)-2-azabicyclo[2.2.1]heptan-2-yl)(6-methyl-3-(2H-1,2,3-triazol-2-yl)pyridin-2-yl)methanone FC=1C=CC(=NC1)O[C@@H]1C[C@@H]2CN([C@H]1C2)C(=O)C2=NC(=CC=C2N2N=CC=N2)C